(3-((2-amino-6-chloropyridin-3-yl)methyl)-3,8-diazabicyclo[3.2.1]octan-8-yl)(phenyl)methanone NC1=NC(=CC=C1CN1CC2CCC(C1)N2C(=O)C2=CC=CC=C2)Cl